C1=CC=C(C(=C1)C2=C3C=C(C(=O)C=C3OC4=C(C(=C(C=C24)Br)[O-])[Hg])Br)C(=O)[O-].O The molecule is a benzoate anion resulting from deprotonation from the phenol and the carboxy groups of 2,7-dibromo-4-hydroxymercurifluorescein. It is a member of benzoates and a phenolate anion. It is a conjugate base of a 2,7-dibromo-4-hydroxymercurifluorescein.